4-aminophenylsulfonyl fluoride NC1=CC=C(C=C1)S(=O)(=O)F